C(C)(C)(C)C1CCC(CC1)C#C tert-butyl-4-ethynylcyclohexane